isobutyl-4-(3-methyl-2-oxo-1,3-benzoxazol-7-yl)piperidine-1-carboxamide sodium-sodium acetate C(C)(=O)[O-].[Na+].[Na+].C(C(C)C)C1N(CCC(C1)C1=CC=CC=2N(C(OC21)=O)C)C(=O)N.C(C)(=O)[O-]